FCCCN1C[C@H](CC1)OC1=CC=C(C=C1)C1=CCCCC2=C1C=CC(=C2)C=2C=NNC2 (S)-4-(9-(4-((1-(3-fluoropropyl)pyrrolidin-3-yl)oxy)phenyl)-6,7-dihydro-5H-benzo[7]annulen-3-yl)-1H-pyrazole